isobutyl 4-((ethoxycarbonyl)amino)-2,3-dimethylpentanoate C(C)OC(=O)NC(C(C(C(=O)OCC(C)C)C)C)C